Methyl 3-(7-(2-(((1S,3s)-adamantan-1-yl)amino)-2-oxoethoxy)naphthalen-2-yl)-3-(benzo[d][1,3]dioxol-5-yl)propanoate C12(CC3CC(CC(C1)C3)C2)NC(COC2=CC=C3C=CC(=CC3=C2)C(CC(=O)OC)C2=CC3=C(OCO3)C=C2)=O